(2R,3S,4R,5R)-5-(4-((S)-2-amino-3-methylbutanamido)pyrrolo[2,1-f][1,2,4]triazin-7-yl)-5-cyano-4-hydroxy-2-(hydroxymethyl)tetrahydrofuran-3-yl isobutyrate C(C(C)C)(=O)O[C@@H]1[C@H](O[C@@]([C@@H]1O)(C#N)C1=CC=C2C(=NC=NN21)NC([C@H](C(C)C)N)=O)CO